C(#N)[C@H](C[C@H]1C(NCCC1)=O)NC(=O)[C@H]1N(C[C@H]2[C@@H]1CCC2)C([C@@H](NC(C(F)(F)F)=O)[C@H](OC(F)(F)F)C)=O (1S,3aR,6aS)-N-((S)-1-cyano-2-((S)-2-oxopiperidin-3-yl)ethyl)-2-(N-(2,2,2-trifluoroacetyl)-O-(trifluoromethyl)-L-threonyl)octahydrocyclopenta[c]pyrrole-1-carboxamide